[Cl-].[Cl-].N.N.N.N tetra-ammonia dichloride